2-(1-(4-methoxypiperidine-1-carbonyl)piperidin-4-ylidene)-2-(4-(trifluoromethyl)phenyl)acetonitrile COC1CCN(CC1)C(=O)N1CCC(CC1)=C(C#N)C1=CC=C(C=C1)C(F)(F)F